C1(CCC1)N1C=C(C=CC1=O)[C@@H]1OCC[C@@H](C1)C=1C=C(C=2N(N1)C(C(=C(N2)C)C)=O)C2CCC(CC2)(F)F 7-[(2R,4S)-2-(1-cyclobutyl-6-keto-3-pyridyl)tetrahydropyran-4-yl]-9-(4,4-difluorocyclohexyl)-2,3-dimethyl-pyrimido[1,2-b]pyridazin-4-one